COC1=C(C=CC(=C1)N1CCC(CC1)N1CCN(CC1)C)NC=1N=C(C2=C(N1)NC=C2)NC2=C(C=1N(C=C2)C=CN1)P(C)(C)=O (7-((2-((2-methoxy-4-(4-(4-methylpiperazin-1-yl)piperidin-1-yl)phenyl)amino)-7H-pyrrolo[2,3-d]pyrimidin-4-yl)amino)imidazo[1,2-a]pyridin-8-yl)dimethylphosphine oxide